CN1C2=C(N(C(C1=O)=O)C1CCN(CC1)CC1=CC3=CC=CC=C3C=C1)N=C(C=C2)C 1,6-dimethyl-4-(1-(naphthalen-2-ylmethyl)piperidin-4-yl)-1,4-dihydropyrido[2,3-b]pyrazine-2,3-dione